(R)-N-cyclobutyl-4-((3S,8S,9S,10R,13R,14S,17R)-3-hydroxy-10,13-dimethyl-2,3,4,7,8,9,10,11,12,13,14,15,16,17-tetradecahydro-1H-cyclopenta[a]phenanthren-17-yl)-N-methoxypentanamide C1(CCC1)N(C(CC[C@@H](C)[C@H]1CC[C@H]2[C@@H]3CC=C4C[C@H](CC[C@@]4([C@H]3CC[C@]12C)C)O)=O)OC